N-(5-(2-(2-azabicyclo[2.2.1]heptan-2-yl)acetamido)-2-fluorophenyl)-6-chloropyrazolo[1,5-a]pyrazine-3-carboxamide C12N(CC(CC1)C2)CC(=O)NC=2C=CC(=C(C2)NC(=O)C=2C=NN1C2C=NC(=C1)Cl)F